CN(CCCC)C1OC2=C(O1)C=CC=C2 (R)-N-methyl-1,3-benzodioxolyl-butylamine